C(C=C)(=O)N1CC(C(CC1)[C@@H]1CCNC=2N1N=C(C2C(=O)N)C2=CC=C(C=C2)OC2=CC=CC=C2)(C)C (7S)-7-(1-propenoyl-3,3-dimethylpiperidin-4-yl)-2-(4-phenoxyphenyl)-4,5,6,7-tetrahydropyrazolo[1,5-a]pyrimidine-3-carboxamide